BrC1=CC(=C(OC2=CC(=C(N=N2)Cl)C2CCCC2)C(=C1)Cl)Cl 6-(4-bromo-2,6-dichlorophenoxy)-3-chloro-4-cyclopentylpyridazine